C(#N)C=1C=C(C=NC1OC(F)F)NC(=O)[C@@H]1C[C@](C2=C1C=NC=1N2N=C(C1)F)(C=1C=NN(C1)C)C trans-N-(5-cyano-6-(difluoromethoxy)pyridin-3-yl)-2-fluoro-8-methyl-8-(1-methyl-1H-pyrazol-4-yl)-7,8-dihydro-6H-cyclopenta[e]pyrazolo[1,5-a]pyrimidine-6-carboxamide